C1(=CC(=CC=C1)C=1OC(=CN1)CNC1=C2C(NC(C2=CC=C1)=O)=O)C (((2-(Meta-tolyl)oxazole-5-yl)methyl)amino)isoindole-1,3-dione